3-({2-fluoro-3-[(methylsulfamoyl)amino]phenyl}methyl)-2-oxo-2,3-dihydrospiro[1,3-benzoxazine-4,3'-oxetan]-7-yl N,N-dimethylcarbamate CN(C(OC1=CC2=C(C=C1)C1(COC1)N(C(O2)=O)CC2=C(C(=CC=C2)NS(NC)(=O)=O)F)=O)C